C1(C(C)=CC(N1CCC1=C(C)C(=CC=C1)CCN1C(C(C)=CC1=O)=O)=O)=O 2,6-biscitraconimidoethyltoluene